2-((1-fluoropropan-2-yl)amino-2-(4-((4-(morpholinomethyl)phenyl)ethynyl)phenyl)ethyl)-5-hydroxypyrimidin-4(3H)-one FCC(C)NC(CC1=NC=C(C(N1)=O)O)C1=CC=C(C=C1)C#CC1=CC=C(C=C1)CN1CCOCC1